ClC=1C=C(C=CC1C1(CC(=C(C2=CC=CC=C12)N)\N=N\[H])S(=O)(=O)O)C1=CC(=C(C=C1)C1(CC(=C(C2=CC=CC=C12)N)\N=N\[H])S(=O)(=O)O)Cl 1,1'-(3,3'-dichloro[1,1'-biphenyl]-4,4'-diyl)bis{4-amino-3-[(E)-diazenyl]naphthalene-1-sulfonic acid}